butylethanolAmine CCCCNCCO